CN1CCC=2C3=C(N=C(C2C1)C=1C(=NNC1)C(F)(F)F)C=CC=1NN=CC13 9-methyl-7-(3-(trifluoromethyl)-1H-pyrazol-4-yl)-8,9,10,11-tetrahydro-3H-indazolo[5,4-c][2,7]naphthyridine